N-methylmethanaminium chloride hydrochloride Cl.[Cl-].C[NH2+]C